4-Cyclopentyl-3-(5-ethynyl-2-{[4-(4-methylpiperazin-1-yl)phenyl]amino}pyrido[2,3-d]pyrimidin-7-yl)-1,3-oxazolidin-2-one C1(CCCC1)C1N(C(OC1)=O)C=1C=C(C2=C(N=C(N=C2)NC2=CC=C(C=C2)N2CCN(CC2)C)N1)C#C